(2S,11aR)-2-(Benzyloxy)-7-fluoro-8-methyl-5-oxo-2,3,11,11a-tetrahydro-1H,5H-benzo[f]pyrrolo[2,1-c][1,4]oxazepin-6-yl trifluoromethanesulfonate FC(S(=O)(=O)OC1=C(C(=CC2=C1C(N1[C@@H](CO2)C[C@@H](C1)OCC1=CC=CC=C1)=O)C)F)(F)F